(S)-2-(6-chloro-2-((tetrahydro-2H-pyran-4-yl)methyl)-1,2,3,4-Tetrahydroisoquinolin-8-yl)pyrrolidine-1-carboxylic acid tert-butyl ester C(C)(C)(C)OC(=O)N1[C@@H](CCC1)C=1C=C(C=C2CCN(CC12)CC1CCOCC1)Cl